2,3-dimethylbutane-2,3-diylbis(pyrrolidine-1-carboxylate) CC(C)(C(C)(C1N(CCC1)C(=O)[O-])C)C1N(CCC1)C(=O)[O-]